5,5-dimethyl-3-mercapto-4,5-dihydroisoxazole CC1(CC(=NO1)S)C